C(C1=CC=CC=C1)N1[C@H]2CC(C[C@@H]1CC2)NC(=O)C2=CC=C1C=C(NC1=C2)C N-((1R,3s,5S)-8-benzyl-8-azabicyclo[3.2.1]oct-3-yl)-2-methyl-1H-indole-6-carboxamide